2-[2-[(7,8-difluoro-2-methyl-3-quinolinyl)oxy]-6-fluoro-phenyl]propan-2-ol 3-hydroxypropyl-Furfurate OCCCC1=C(C(=O)OC(C)(C)C2=C(C=CC=C2F)OC=2C(=NC3=C(C(=CC=C3C2)F)F)C)OC=C1